C(C1=CC=CC=C1)OCN1C(N(C=CC1=O)[C@H]1[C@@H]([C@@H]2O[P@@](OC[C@H]2O1)(=O)Cl)F)=O 3-((benzyloxy)methyl)-1-((2S,4aR,6R,7R,7aR)-2-chloro-7-fluoro-2-oxidotetrahydro-4H-furo[3,2-d][1,3,2]dioxaphosphinin-6-yl)pyrimidine-2,4(1H,3H)-dione